[Ge](F)F Germanium fluorid